O(C1=CC=CC=C1)C=C(C)C(=O)OCC phenoxy-[ethoxycarbonyl]-1-methyl-ethylene